CC=1C=C(C=NC1)C=O 5-methylpyridine-3-carboxaldehyde